bis(2,4,6-trimethylbenzoyl)octylphosphine oxide CC1=C(C(=O)P(CCCCCCCC)(C(C2=C(C=C(C=C2C)C)C)=O)=O)C(=CC(=C1)C)C